2-((3-(1,4-diazepan-1-yl)phenyl)amino)-4-(4-methyl-2-(methylamino)thiazol-5-yl)pyrimidine-5-carbonitrile N1(CCNCCC1)C=1C=C(C=CC1)NC1=NC=C(C(=N1)C1=C(N=C(S1)NC)C)C#N